CN1C=2C=CC(=NC2C(=C(C1=O)[N+](=O)[O-])N1CCC(CC1)N(C1=CC=CC=C1)CC1COC1)C#N 5-methyl-7-nitro-8-(4-((oxetan-3-ylmethyl)(phenyl)amino)piperidin-1-yl)-6-oxo-5,6-dihydro-1,5-naphthyridine-2-carbonitrile